2'-fluoro-deoxyguanosine-5'-triphosphate P(O)(=O)(OP(=O)(O)OP(=O)(O)O)OC[C@@H]1[C@H]([C@H]([C@@H](O1)N1C=NC=2C(=O)NC(N)=NC12)F)O